Cl.OC1=NC2=CC=CC=C2C=C1 hydroxy-quinoline Hydrochloride